CCC=C[Si](OC)(OC)OC γ-methylpropenyltrimethoxysilane